(3S)-3-[4-(7-(aminocarbonyl)-2H-indazol-2-yl)phenyl]piperidine NC(=O)C1=CC=CC2=CN(N=C12)C1=CC=C(C=C1)[C@H]1CNCCC1